CN1CCN(CC1)C=1C=C2C(=NC1)NC=C2C2=CC=1N(C=C2)N=CC1C(=O)N1CCCCC1 (5-(5-(4-methylpiperazin-1-yl)-1H-pyrrolo[2,3-b]pyridin-3-yl)pyrazolo[1,5-a]pyridin-3-yl)(piperidin-1-yl)methanone